ClC=1C=CC(=C(C1)N1CCN(CC1)C(CCC(=O)C=1C=NC=CC1)=O)C 1-[4-(5-chloro-2-methyl-phenyl)piperazin-1-yl]-4-(3-pyridyl)butane-1,4-dione